CC1NC2=C(C=CC=C2C1)C1=C(C(=C(C1C)C)C)C 2-Methyl-7-(2,3,4,5-tetramethyl-1,3-cyclopentadienyl)indoline